[Br-].[Br-].[Br-].[Br-].C[N+](C)(C)CCCCOC=1C=C(C=C(C1)OCCCC[N+](C)(C)C)C=1C(=NC2=NC=CC=C2C1)C1=CC(=CC(=C1)OCCCC[N+](C)(C)C)OCCCC[N+](C)(C)C bis[3,5-bis(4-(N,N,N-trimethylammonio)butoxy)phenyl]naphthyridin tetrabromide